N-benzyl-4-((7-methoxyisoquinolin-1-yl)amino)pyridinecarboxamide C(C1=CC=CC=C1)NC(=O)C1=NC=CC(=C1)NC1=NC=CC2=CC=C(C=C12)OC